1-(3-(5-amino-2-chloro-4-fluoro-3-methylbenzamido)-4-(4-methylpiperazin-1-yl)phenyl)-N-methyl-N-(3-morpholinopropyl)-1H-1,2,3-triazole-4-carboxamide NC=1C(=C(C(=C(C(=O)NC=2C=C(C=CC2N2CCN(CC2)C)N2N=NC(=C2)C(=O)N(CCCN2CCOCC2)C)C1)Cl)C)F